C1(CC1)N1/C(/S\C(\C1=O)=C\1/C(NC2=CC=C(C=C12)[N+](=O)[O-])=O)=N/C1=CC=C(C=C1)S(=O)(=O)N 4-(((Z)-3-cyclopropyl-5-((Z)-5-nitro-2-oxoindolin-3-ylidene)-4-oxothiazolidin-2-ylidene)amino)benzenesulphonamide